N-(4-amino-4'-fluoro-[1,1'-biphenyl]-3-yl)-5-(S-methylsulfonimidoyl)benzofuran-2-carboxamide NC1=C(C=C(C=C1)C1=CC=C(C=C1)F)NC(=O)C=1OC2=C(C1)C=C(C=C2)S(=O)(=N)C